6-(16-azido-5,8,11,14-tetraoxa-2-azahexadecan-1-yl)-9-ethyl-2-(thiophen-2-yl)-9H-carbazole N(=[N+]=[N-])CCOCCOCCOCCOCCNCC=1C=C2C=3C=CC(=CC3N(C2=CC1)CC)C=1SC=CC1